ClC1=CC(=C(C=C1)S(=O)(=O)N[C@@H]([C@H](C)C1=C(C(=CC=C1F)C)C)C=1N=NNN1)OC 4-chloro-N-((1S,2R)-2-(6-fluoro-2,3-dimethylphenyl)-1-(2H-tetrazol-5-yl)propyl)-2-methoxybenzenesulfonamide